C1(=CC=CC2=CC=CC=C12)\C(\C)=N/N=C(N)N 2-[(Z)-1-naphthalen-1-ylethylideneamino]guanidine